BrC1=C(C=NN(C1=O)C)N[C@@H]1C[C@@H](CN(C1)C)C1=CC=C(C(=O)N2CCN(CC2)CC2=CC=C(C=C2)C2C(NC(CC2)=O)=O)C=C1 3-[4-[[4-[4-[(3R,5R)-5-[(5-bromo-1-methyl-6-oxo-pyridazin-4-yl)amino]-1-methyl-3-piperidyl]benzoyl]piperazin-1-yl]methyl]phenyl]piperidine-2,6-dione